FC1=C(C=CC=C1F)N1CCN(CC1)CCCCOC=1C=CC=2C3C(C(NC2C1)=O)C3 5-(4-(4-(2,3-difluorophenyl)piperazin-1-yl)butoxy)-1,1a,3,7b-tetrahydro-2H-cyclopropa[c]quinolin-2-one